NC1=NC(N(C=C1F)[C@@H]1O[C@@](C=C1)(CO)C#C)=O 4-amino-1-((2R,5R)-5-ethynyl-5-(hydroxymethyl)-2,5-dihydrofuran-2-yl)-5-fluoropyrimidin-2(1H)-one